C(C)OC(C1=CC=C(C=C1)C1CC2(OCC(C=3N(C=4C=CC=C(C4C32)OCC3=CC=CC=C3)C3=CC=C(C=C3)F)(C)C)C1)=O ethyl-4-(9'-(benzyloxy)-5'-(4-fluorophenyl)-4',4'-dimethyl-4',5'-dihydro-3'H-spiro[cyclobutane-1,1'-pyrano[4,3-b]indol]-3-yl)benzoate